(2-methyl-1-(3-(N-((5-(2-((tetrahydro-2H-pyran-4-yl)oxy)pyridin-4-yl)-2,3-dihydro-1H-inden-4-yl)carbamoyl)sulfamoyl)-1H-pyrazol-1-yl)propan-2-yl)boronic acid CC(CN1N=C(C=C1)S(NC(NC1=C2CCCC2=CC=C1C1=CC(=NC=C1)OC1CCOCC1)=O)(=O)=O)(C)B(O)O